FC1(C[C@@H]([C@@H](C2=CC=C(C=C12)O)C1=CC=C(C=N1)N1CCC(CC1)C=O)C1=CC=CC=C1)F 1-(6-((1S,2S)-4,4-difluoro-6-hydroxy-2-phenyl-1,2,3,4-tetrahydronaphthalen-1-yl)pyridin-3-yl)piperidine-4-carbaldehyde